OC(=O)C(F)(F)F.BrC1=CC=C(C(=N1)NC(=O)[C@H]1N[C@@H]2C[C@@]2(C1)CN1C=NC(=C1)C)C (1R,3S,5R)-N-(6-bromo-3-methylpyridin-2-yl)-5-[(4-methylimidazol-1-yl)methyl]-2-azabicyclo[3.1.0]hexane-3-carboxamide TFA salt